Methyl (1R,4Z,8S)-8-((tert-butoxycarbonyl)amino)cyclooct-4-ene-1-carboxylate C(C)(C)(C)OC(=O)N[C@H]1CC\C=C/CC[C@H]1C(=O)OC